5-(2,5-dimethyl-1H-pyrrol-1-yl)-2-methylthiazole-4-carbonitrile CC=1N(C(=CC1)C)C1=C(N=C(S1)C)C#N